N4-(3-(dimethylamino)propyl)-N2-(3-fluorophenyl)quinazoline-2,4-diamine CN(CCCNC1=NC(=NC2=CC=CC=C12)NC1=CC(=CC=C1)F)C